C(#N)C(NC(=O)[C@@H]1[C@H]2C([C@H]2CN1C([C@H](CC1CC1)NC([C@H](C)OC)=O)=O)(C)C)C=1C=NC=C2C=CC=NC12 (1R,2S,5S)-N-[cyano(1,6-naphthyridin-8-yl)methyl]-3-[(2S)-3-cyclopropyl-2-[[(2S)-2-methoxypropanoyl]amino]propanoyl]-6,6-dimethyl-3-azabicyclo[3.1.0]hexane-2-carboxamide